aluminum sec-butylate CC([O-])CC.[Al+3].CC([O-])CC.CC([O-])CC